The molecule is an abietane diterpenoid that is abieta-8,11,13-trien-20-oic acid substituted by a hydroxy group at position 12. It has been isolated from the stem bark of Fraxinus sieboldiana. It has a role as a plant metabolite. It is a tricyclic diterpenoid, a member of phenols, an abietane diterpenoid and a monocarboxylic acid. CC(C)C1=C(C=C2C(=C1)CC[C@@H]3[C@@]2(CCCC3(C)C)C(=O)O)O